C1(CC1)C(=O)N(C(C1=CC=C(C=C1)F)=O)C=1C(=C(C(=O)Cl)C=CC1)F 3-(N-(cyclopropanecarbonyl)-4-fluorobenzamido)-2-fluorobenzoyl chloride